N(=[N+]=[N-])CC1CCCOCC2CN(CCN2C=2C=3CCN(CC3N=C(O1)N2)C(=O)OC(C)(C)C)C(=O)OCC2=CC=CC=C2 5-benzyl 19-tert-butyl 13-(azidomethyl)-9,14-dioxa-2,5,16,19,23-pentaazatetracyclo[13.7.1.0^{2,7}.0^{17,22}]tricosa-1(23),15,17(22)-triene-5,19-dicarboxylate